O[C@H]1C[C@@H](N(C1)C([C@@H](C(C)(C)C)C(C(=O)N)CCCCCC(=O)N)=O)C(NCC1=CC=C(C=C1)C1=C(N=CS1)C)=O ((R)-1-((2R,4S)-4-hydroxy-2-((4-(4-methylthiazol-5-yl)benzyl)carbamoyl)pyrrolidin-1-yl)-3,3-dimethyl-1-oxobutan-2-yl)octanediamide